ClC1=C(C(=O)CN2N=NC(=C2OC)C(=O)NC2=C(C=CC(=C2)C#N)N2CCC(CC2)OC2=C(C=C(C=C2)F)F)C=CC=C1 1-(2-chlorobenzoylmethyl)-N-(5-cyano-2-(4-(2,4-difluorophenoxy)piperidin-1-yl)phenyl)-5-methoxy-1H-1,2,3-triazole-4-carboxamide